C(#N)C=1C=CC(=C2C=CNC12)N1C[C@@H](CCC1)NC(C1=CC=C(C=C1)OC)=O (R)-N-(1-(7-cyano-1H-indol-4-yl)piperidin-3-yl)-4-methoxybenzamide